C(\C=C\CN)N (2E)-but-2-ene-1,4-diamine